4-Hydroxy-2,6-dimethoxy-benzaldehyd OC1=CC(=C(C=O)C(=C1)OC)OC